C(N)(OC1(C(C1)C(C)(C)C)CBr)=O tert-butyl(1-(bromomethyl)cyclopropyl) carbamate